C(C1=CC=CC=C1)OC(=O)N1CC(N(CC1)C1=NC=C(C=C1[N+](=O)[O-])Br)C(=O)O 4-(benzyloxycarbonyl)-1-(5-bromo-3-nitropyridin-2-yl)piperazine-2-carboxylic acid